3-(4-methoxyphenyl)-1-(2-(phenylethynyl)phenyl)prop-2-yn-1-one COC1=CC=C(C=C1)C#CC(=O)C1=C(C=CC=C1)C#CC1=CC=CC=C1